3-[5-[4-(methylamino)-1-piperidyl]-1-oxo-isoindolin-2-yl]piperidine-2,6-dione CNC1CCN(CC1)C=1C=C2CN(C(C2=CC1)=O)C1C(NC(CC1)=O)=O